C(C)(C)(C)OC(=O)N1CC=2N(CCC1)N=C(C2Cl)C(N(C)C)=O 3-chloro-2-(dimethylcarbamoyl)-4,6,7,8-tetrahydropyrazolo[1,5-a][1,4]diazepine-5-Carboxylic acid tert-butyl ester